OC=1C(=COC1)NS(=O)(=O)C1=CC=C(C=C1)C N-[(trans)-(3S,4R)-4-hydroxyfuran-3-yl]4-Methylbenzenesulfonamide